1-(5-aminopentyl)-3-(2-(4-ethylpiperazin-1-yl)-4-methylquinolin-6-yl)thiourea NCCCCCNC(=S)NC=1C=C2C(=CC(=NC2=CC1)N1CCN(CC1)CC)C